tert-butyl 4-((1-(4-(2-butyl-1-oxo-1,2-dihydro-2,7-naphthyridin-4-yl)-2,5-dimethoxybenzyl)piperidin-4-yl)oxy)piperidine-1-carboxylate C(CCC)N1C(C2=CN=CC=C2C(=C1)C1=CC(=C(CN2CCC(CC2)OC2CCN(CC2)C(=O)OC(C)(C)C)C=C1OC)OC)=O